FC1=C(C(=C(C=C1OC)OC)F)N1C(N(C2=C(C1)C=NC1=C2C=C(N1S(=O)(=O)C1=CC=CC=C1)CN1C=NC=C1)C)=O 3-(2,6-difluoro-3,5-dimethoxyphenyl)-8-(1H-imidazol-1-ylmethyl)-1-methyl-7-(phenylsulfonyl)-1,3,4,7-tetrahydro-2H-pyrrolo[3',2':5,6]pyrido[4,3-d]pyrimidin-2-one